4-(7-(1-phenyl-1H-pyrazol-3-yl)-4-(pyridin-3-yloxy)-6,7-dihydro-5H-pyrrolo[2,3-d]pyrimidin-2-yl)morpholine C1(=CC=CC=C1)N1N=C(C=C1)N1CCC2=C1N=C(N=C2OC=2C=NC=CC2)N2CCOCC2